6-chloro-4-((3S,4R)-4-((2-fluoro-4-(trifluoromethoxy)phenyl)amino)-3-methyl-piperidin-1-yl)-1-methyl-2-oxo-1,2-dihydro-1,5-naphthyridine-3-carbonitrile ClC=1N=C2C(=C(C(N(C2=CC1)C)=O)C#N)N1C[C@@H]([C@@H](CC1)NC1=C(C=C(C=C1)OC(F)(F)F)F)C